3-(4-(trifluoromethyl)phenoxy)propionic acid FC(C1=CC=C(OCCC(=O)O)C=C1)(F)F